3-Cyclopropyl-N-((1S)-(7-((1S)-cyclopropyl(4,4,4-trifluoro-3-methylbutanamido)methyl)imidazo[1,2-a]pyrimidin-2-yl)(4,4-difluorocyclohexyl)methyl)isoxazole-4-carboxamide C1(CC1)C1=NOC=C1C(=O)N[C@@H](C1CCC(CC1)(F)F)C=1N=C2N(C=CC(=N2)[C@@H](NC(CC(C(F)(F)F)C)=O)C2CC2)C1